C[Si](C)(C)C=C=C trimethylsilyl-propadiene